tert-Butyl 4-(1-(6-chloro-2-(trifluoromethyl)pyrimidin-4-yl)-3-methylazetidin-3-yl)piperazine-1-carboxylate ClC1=CC(=NC(=N1)C(F)(F)F)N1CC(C1)(C)N1CCN(CC1)C(=O)OC(C)(C)C